C(#N)CC=1C=C(CNCCCCOCCNC2=NC3=C(C4=CN=CC=C24)C=CC(=C3)C(=O)N)C=C(C1)OCC 5-((2-(4-((3-(cyanomethyl)-5-ethoxybenzyl)amino)butoxy)ethyl)amino)benzo[c][2,6]naphthyridine-8-carboxamide